methyl 7-[4-(prop-2-enoylamino)-2-pyridyl]quinazoline-2-carboxylate C(C=C)(=O)NC1=CC(=NC=C1)C1=CC=C2C=NC(=NC2=C1)C(=O)OC